FC1=C(C=C(CS(=NS(=O)(=O)C2=CC=C(C=C2)[N+](=O)[O-])(=O)C)C=C1)C N-((4-fluoro-3-methylbenzyl)(methyl)(oxo)-λ6-sulfanylidene)-4-nitrobenzenesulfonamide